P(O)(=O)(OP(=O)(O)OP(=O)(O)O)OC[C@@H]1[C@H]([C@H]([C@@H](O1)N1C=NC=2C(NC)=NC=NC12)O)O N6-methyladenosine triphosphate